C1(CCCCC1)/C=C/C1=CC=C(S1)C(C)NC1=NC(=NC2=CC(=C(C=C12)OC)OC)C N-[1-{5-[(E)-2-cyclohexylethenyl]thiophen-2-yl}ethyl]-6,7-dimethoxy-2-methylquinazolin-4-amine